6-{[5-methyl-3-(6-methylpyridin-3-yl)-1,2-oxazol-4-yl]methoxy}-1,2,3,4-tetrahydro-2,7-naphthyridine CC1=C(C(=NO1)C=1C=NC(=CC1)C)COC=1C=C2CCNCC2=CN1